1-(9Z,12Z-heptadecadienoyl)-2-hexadecanoyl-glycero-3-phosphocholine CCCCCCCCCCCCCCCC(=O)O[C@H](COC(=O)CCCCCCC/C=C\C/C=C\CCCC)COP(=O)([O-])OCC[N+](C)(C)C